ClC=1C(=C(C=CC1F)[C@@H](NC(=O)N1[C@@H](C(NCC1)=O)C)C=1C=NC(=CC1)OC(F)F)F |o1:8| (2R)-N-((S or R)-(3-chloro-2,4-difluoro-phenyl)(6-(difluoro-methoxy)pyridin-3-yl)methyl)-2-methyl-3-oxopiperazine-1-carboxamide